N2,N2,N6,N6-tetrakis(2-methoxyethyl)-4-(4-methoxypiperidin-1-yl)-8-(pyrrolidin-1-yl)pyrimido[5,4-d]pyrimidine-2,6-diamine COCCN(C=1N=C(C2=C(N1)C(=NC(=N2)N(CCOC)CCOC)N2CCCC2)N2CCC(CC2)OC)CCOC